C(C)(C)(C)C1OC2=C(C=C(C(=C2)OC)C2=NN(C=C2C(N)=O)C)C=2N(N=C(C21)C(=O)NC)C2=CC(=CC(=C2)OC)OC tert-butyl-8-(4-carbamoyl-1-methyl-1H-pyrazol-3-yl)-1-(3,5-dimethoxyphenyl)-7-methoxy-N-methyl-1,4-dihydrobenzopyrano[4,3-c]pyrazole-3-carboxamide